benzyl ((S)-1-((3R,5'S)-5-bromo-5'-(hydroxymethyl)-2-oxospiro[indoline-3,3'-pyrrolidin]-1'-yl)-4-methyl-1-oxopentan-2-yl)carbamate BrC=1C=C2C(=CC1)NC([C@@]21CN([C@@H](C1)CO)C([C@H](CC(C)C)NC(OCC1=CC=CC=C1)=O)=O)=O